C(C)(C)[Si](C(C)C)(C(C)C)C#CBr tri-isopropylsilyl-ethynyl bromide